ClC=1N=NC(=C(N1)N1CC2(CN(C2)C(=O)OC(C)(C)C)CC1)OC1=C(C=C(C=C1)F)C=1C(=NC=NC1)C1CC1 Tert-butyl 6-(3-chloro-6-(2-(4-cyclopropylpyrimidin-5-yl)-4-fluorophenoxy)-1,2,4-triazin-5-yl)-2,6-diazaspiro[3.4]octane-2-carboxylate